S(=O)=C1OC(=NN1)C=1N=C(SC1)C1=CC=CC=C1 sulfinyl-5-(2-phenylthiazole-4-yl)-1,3,4-oxadiazole